(1S,3R,4S,5R)-3-((5-chloro-4-(4-fluoro-2-(2-hydroxypropan-2-yl)-1-isopropyl-1H-benzo[d]imidazol-6-yl)pyrimidin-2-yl)amino)-5-phenyl-6,8-dioxabicyclo[3.2.1]octan-4-ol ClC=1C(=NC(=NC1)N[C@@H]1C[C@H]2CO[C@@]([C@H]1O)(O2)C2=CC=CC=C2)C=2C=C(C1=C(N(C(=N1)C(C)(C)O)C(C)C)C2)F